C1(=CC=CC=C1)C(=CC1=CC=C(C=C1)C1=CC=C(C=C1)C=C(C1=CC=CC=C1)C1=CC=CC=C1)C1=CC=CC=C1 4,4'-bis(2,2'-diphenylethenyl)-1,1'-biphenyl